lysine ethyl ester diisocyanate [N-]=C=O.[N-]=C=O.C(C)OC([C@@H](N)CCCCN)=O